Cl.N1(CCCC1)CCNS(=O)(=O)C=1SC(=CC1)C1=C(NC(C(=C1)CC)=O)C 5-(5-ethyl-2-methyl-6-oxo-1,6-dihydropyridin-3-yl)thiophene-2-sulfonic acid (2-pyrrolidin-1-yl)ethylamide hydrochloride